C(CCCCCCC\C=C/C\C=C/CCCCC)OC[C@H](CCCCCCCCC)N (2S)-1-[(9Z,12Z)-octadec-9,12-dien-1-yloxy]undecan-2-amine